4-(4,4-difluorocyclohexylidene)-2-(1-methyl-1H-pyrazol-5-yl)oxazol FC1(CCC(CC1)=C1N=C(OC1)C1=CC=NN1C)F